tert-butyl N-tert-butoxycarbonyl-N-(2,2-difluoro-5-hydroxy-pentyl)carbamate C(C)(C)(C)OC(=O)N(C(OC(C)(C)C)=O)CC(CCCO)(F)F